anthracene diformate C(=O)O.C(=O)O.C1=CC=CC2=CC3=CC=CC=C3C=C12